C(C)C1(CN(CCC1)CCC)O (2S)-1-(3-ethyl-3-hydroxypiperidine-1-yl)propane